C(C)(C)(C)OC(=O)N1CCC(=CC1C(N)=O)C 6-Carbamoyl-4-methyl-3,6-dihydropyridine-1(2H)-carboxylic acid tert-butyl ester